ClC=1[NH2+]C=C2C=CC=CC12 chloroisoindolium